(5-((trimethylsilyl)ethynyl)thiophen-2-yl)methanol C[Si](C)(C)C#CC1=CC=C(S1)CO